BrC1=CC=C(C=C1)N1N=C(C(=N1)C)C 2-(4-bromophenyl)-4,5-dimethyl-2H-1,2,3-triazole